C(C=C)N1N(C2=NC(=NC=C2C1=O)NC1=CC=C(C=C1)OCC(F)(F)F)C1=NC(=CC=C1)NC1CCNCC1 allyl-1-[6-(4-piperidylamino)-2-pyridyl]-6-[p-(2,2,2-trifluoroethoxy)phenylamino]-1,2-dihydro-3H-1,2,5,7-tetraazainden-3-one